C(CCCCCCCCCCC)SC(=S)SC(C(=O)[O-])(C)C 2-(((dodecylthio) thiocarbonyl) thio)-2-methylpropionate